(S)-(-)-methyl-malic acid C[C@](C(=O)O)(O)CC(=O)O